2-{(1R)-1-[3-(2-{[tert-butyl(dimethyl)silyl]oxy}-1,1-difluoroethyl)-2-fluorophenyl]ethyl}-1H-isoindole-1,3(2H)-dione [Si](C)(C)(C(C)(C)C)OCC(F)(F)C=1C(=C(C=CC1)[C@@H](C)N1C(C2=CC=CC=C2C1=O)=O)F